C(C)(C)(C)OC(NC1=CC=C(C=C1)OCCCC#CC=1C=C2C=NN(C(C2=CC1)=O)C1C(NC(CC1)=O)=O)=O.SCCC[Si](OC)(OC)OC (3-mercaptopropyl)-trimethoxysilane tert-Butyl-N-[4-({5-[2-(2,6-dioxopiperidin-3-yl)-1-oxo-1,2-dihydrophthalazin-6-yl]pent-4-yn-1-yl}oxy)phenyl]carbamate